ClC1=CC=C2C(=CNC2=C1)S(=O)(=O)NC1=CC=C(C2=NSN=C21)F 6-chloro-N-(7-fluoro-2,1,3-benzothiadiazol-4-yl)-1H-indole-3-sulfonamide